C1=C(C=CC2=C1C=CCC=C2)C(=O)O 7H-BENZO[7]ANNULENE-2-CARBOXYLIC ACID